C(C=C(C)C)C1=C(C=2C(C(=COC2C=C1O)C1=CC=C(O)C=C1)=O)O 6-prenyl-genistein